(R)-6-(3-(5-(3-Hydroxy-1-methyl-2-oxopyrrolidin-3-yl)isoxazol-3-yl)phenyl)-4-methoxypicolinamide O[C@@]1(C(N(CC1)C)=O)C1=CC(=NO1)C=1C=C(C=CC1)C1=CC(=CC(=N1)C(=O)N)OC